N1(CCCC1)C(=O)[C@H]1CCCC=2N1C(N(N2)CC2=CC=C(C=C2)C(F)(F)F)=O |r| (5RS)-5-(Pyrrolidin-1-ylcarbonyl)-2-[4-(trifluoromethyl)benzyl]-5,6,7,8-tetrahydro[1,2,4]triazolo[4,3-a]pyridine-3(2H)-one